(R)-6-chloro-1-(1-(4,6-dichloropyridin-3-yl)ethyl)-3-(trifluoromethyl)-1H-pyrazolo[3,4-b]pyrazine ClC1=CN=C2C(=N1)N(N=C2C(F)(F)F)[C@H](C)C=2C=NC(=CC2Cl)Cl